FC=1C=C(CC=2C=3N(C=C(N2)C2=CC=CC=C2)C(=C(N3)CC=3OC=CC3)CC(=O)[O-])C=CC1 8-(3-Fluorobenzyl)-2-(Furan-2-ylmethyl)-6-phenylimidazo[1,2-a]pyrazin-3-yl-acetat